BrC1=C(C(=C(C=C1)OCOC)F)OC(F)(F)F 1-bromo-3-fluoro-4-(methoxymethoxy)-2-(trifluoromethoxy)benzene